pyrazolo[1,5-a]pyridin-4-yl-trifluoromethanesulfonic acid N1=CC=C2N1C=CC=C2OS(=O)(=O)C(F)(F)F